(1R,2R,3R)-N-[7-chloro-6-[4-((R)-3-methyltetrahydrofuran-3-yl)piperazin-4-ium-1-yl]-3-isoquinolinyl]-2-methyl-3-(1-methylpyrazol-4-yl)cyclopropanecarboxamide ClC1=C(C=C2C=C(N=CC2=C1)NC(=O)[C@@H]1[C@@H]([C@H]1C=1C=NN(C1)C)C)N1CC[NH+](CC1)[C@]1(COCC1)C